5-(2-chloro-5-(trifluoromethyl)phenyl)-N-((3R,5S)-1-cyano-5-(methoxymethyl)pyrrolidin-3-yl)-1,3,4-oxadiazole-2-carboxamide ClC1=C(C=C(C=C1)C(F)(F)F)C1=NN=C(O1)C(=O)N[C@H]1CN([C@@H](C1)COC)C#N